4-(2-{[1-(4-fluorophenyl)-4-methyl-1H-1,2,3-triazol-5-yl]methoxy}-5H,6H,7H-pyrrolo[3,4-b]pyridine-6-carbonyl)pyridine FC1=CC=C(C=C1)N1N=NC(=C1COC1=CC=C2C(=N1)CN(C2)C(=O)C2=CC=NC=C2)C